C(C(O)C)(=S)O.C(O)CN monoethanolamine thiolactate